2-(benzylsulfonyl)ethan-1-amine C(C1=CC=CC=C1)S(=O)(=O)CCN